[6-[4-[[tert-butyl(dimethyl)silyl]oxymethyl]phenyl]-3-pyridyl]methanol [Si](C)(C)(C(C)(C)C)OCC1=CC=C(C=C1)C1=CC=C(C=N1)CO